ClC=1N=NC(=C2C1C=NC=C2)N[C@H]2CN(CCC2)C (R)-4-chloro-N-(1-methylpiperidin-3-yl)pyridino[3,4-d]pyridazine-1-amine